OC(CC)C12CC(CC(N1C(=O)OC(C)(C)C)C2)C cis-tert-butyl 1-(1-hydroxypropyl)-3-methyl-6-azabicyclo[3.1.1]heptane-6-carboxylate